N2-(2-Ethoxy-6-methyl-5,6,7,8-tetrahydro-1,6-naphthyridin-3-yl)-N8-isobutylquinazoline-2,8-Diamine C(C)OC1=NC=2CCN(CC2C=C1NC1=NC2=C(C=CC=C2C=N1)NCC(C)C)C